(S)-2-chloro-4-(2-(hydroxymethyl)piperidin-1-yl)-5-nitrobenzonitrile ClC1=C(C#N)C=C(C(=C1)N1[C@@H](CCCC1)CO)[N+](=O)[O-]